N(=[N+]=[N-])[C@H]1[C@@H]([C@@H](CC1)N(C(=O)OCC1=CC=CC=C1)CC1=CC=CC=C1)NC(OC(C)(C)C)=O tert-Butyl [(1R,2R,5R)-2-azido-5-{benzyl[(benzyloxy) carbonyl]amino}cyclopentyl]carbamate